O=C1OCC2=NC=C(C=C21)C=2C=C1C(=C(C=NC1=CC2)C#N)NC(C)C2=CC=CC=C2 6-(5-oxo-5,7-dihydrofuro[3,4-b]pyridin-3-yl)-4-((1-phenylethyl)amino)quinoline-3-carbonitrile